(6-methoxy-2-(2-(methoxymethyl)-7-methylquinoxalin-5-yl)benzo[d]thiazol-5-yl)methanol COC1=CC2=C(N=C(S2)C2=C3N=CC(=NC3=CC(=C2)C)COC)C=C1CO